4,4'-diazabiphenyl C1(=CC=NC=C1)C1=CC=NC=C1